naphthalen-2-yl 4-((2-formylphenoxy)methyl)benzoate C(=O)C1=C(OCC2=CC=C(C(=O)OC3=CC4=CC=CC=C4C=C3)C=C2)C=CC=C1